ClC=1C=C(C(=NC1)N1CC(N(C2(CC3(COC3)C2)C1=O)CC1=CC=C(C=C1)C(F)F)=O)F 10-(5-chloro-3-fluoro-pyridin-2-yl)-7-(4-(difluoromethyl)benzyl)-2-oxa-7,10-diazadispiro-[3.1.56.14]dodecane-8,11-dione